ClC1=CC=2N(C=C1)C=NC2C(C(=O)N)O 2-(7-chloroimidazo[1,5-a]pyridin-1-yl)-2-hydroxyacetamide